3,4,5-trifluoro-phenyl isocyanate FC=1C=C(C=C(C1F)F)N=C=O